N1CC(C1)CN1C2CN(C(C1)C2)C=2C=C1C(N(C(C1=CC2)=O)C2C(NC(CC2)=O)=O)=O 5-(5-(azetidin-3-ylmethyl)-2,5-diazabicyclo[2.2.1]heptan-2-yl)-2-(2,6-dioxopiperidin-3-yl)isoindoline-1,3-dione